FC1=NC(=CC(=C1[N+](=O)[O-])C)F 2,6-Difluoro-4-methyl-3-nitropyridine